(1-butyrylpiperidin-4-yl)-6-(1H-imidazol-1-yl)-4-methylpicolinamide C(CCC)(=O)N1CCC(CC1)C=1C(=NC(=CC1C)N1C=NC=C1)C(=O)N